1-(benzoyl-formyl)-2-piperidone C(C1=CC=CC=C1)(=O)C(=O)N1C(CCCC1)=O